8-(3,3-difluorocyclobutyl)-3,4-dimethylpyrimidino[4',5':4,5]thieno[2,3-c]pyridazine FC1(CC(C1)C1=NC=NC2=C1SC=1N=NC(=C(C12)C)C)F